14-(2-(4,4-difluoropiperidin-1-yl)acetamido)tetradecanoic acid FC1(CCN(CC1)CC(=O)NCCCCCCCCCCCCCC(=O)O)F